C(C)(C)(C)C=1C=C(C=C(C1)Cl)NC1=CC=CC2=C1OC1=C2C=CC=C1 N-(3-(tert-butyl)-5-chlorophenyl)dibenzo[b,d]furan-4-amine